N-[2-(3-Methylpyridin-2-yl)-[1,3]thiazolo[5,4-c]pyridin-6-yl]-6-[(pyrrolidin-1-yl)methyl]pyridin-2-amine CC=1C(=NC=CC1)C=1SC=2C=NC(=CC2N1)NC1=NC(=CC=C1)CN1CCCC1